(S)-2-(((methylsulfonyl)oxy)methyl)azetidine-1-carboxylic acid tert-butyl ester C(C)(C)(C)OC(=O)N1[C@@H](CC1)COS(=O)(=O)C